5-{6-chloropyrazolo[1,5-a]pyridin-3-yl}-N-[(4-cyclopropanesulfonylpyridin-2-yl)methyl]-1,3-thiazole-2-carboxamide ClC=1C=CC=2N(C1)N=CC2C2=CN=C(S2)C(=O)NCC2=NC=CC(=C2)S(=O)(=O)C2CC2